BrC1=CC=C(C2=C1C=CO2)C(Br)Br 4-bromo-7-(dibromomethyl)-1-benzofuran